O=C1N[C@H]2[C@@H](OC1)CCN(C2)C(=O)N2CC(C2)C2=CC=C(OC1=C(C#N)C=CC=C1)C=C2 2-[4-[1-[(4aR,8aS)-3-Oxo-4,4a,5,7,8,8a-hexahydropyrido[4,3-b][1,4]oxazin-6-carbonyl]azetidin-3-yl]phenoxy]benzonitril